CN(C)B N,N-dimethylaminoborane